1-heptadecyl-2-(5Z,8Z,11Z,14Z-eicosatetraenoyl)-sn-glycero-3-phosphocholine CCCCCCCCCCCCCCCCCOC[C@H](COP(=O)([O-])OCC[N+](C)(C)C)OC(=O)CCC/C=C\C/C=C\C/C=C\C/C=C\CCCCC